FC1=C(COC2C(N(C2)C(=O)N2C[C@@H]3[C@@H](OCC(N3)=O)CC2)C)C=CC(=C1)C(F)(F)F |r| rac-(4aR,8aS)-6-(3-((2-fluoro-4-(trifluoromethyl)benzyl)oxy)-2-methylazetidine-1-carbonyl)hexahydro-2H-pyrido[4,3-b][1,4]oxazin-3(4H)-one